p-anisidin-3-sulfonate COC1=CC(=C(C=C1)N)S(=O)(=O)[O-]